5-((4-(4-methylthiazol-5-yl)benzyl)carbamoyl)pyrrolidin-3-yl 69-methyl-2,5,8,11,14,17,20,23,26,29,32,35,38,41,44,47,50,53,56,59,62,65,68-tricosaoxaheptacontan-70-oate CC(OCCOCCOCCOCCOCCOCCOCCOCCOCCOCCOCCOCCOCCOCCOCCOCCOCCOCCOCCOCCOCCOCCOC)C(=O)OC1CNC(C1)C(NCC1=CC=C(C=C1)C1=C(N=CS1)C)=O